ClC1=NC(=CC(=N1)OC1CN(CC2=CC=CC=C12)CC=1C=C(C=CC1)S(=O)(=O)N)C1=C(C=CC=C1C)C 3-[[4-[2-Chloro-6-(2,6-dimethylphenyl)pyrimidin-4-yl]oxy-3,4-dihydro-1H-isoquinolin-2-yl]methyl]benzenesulfonamide